1-(5-bromoimidazo[1,2-a]pyridin-8-yl)-3-(5-(1,1,1-trifluoro-2-methylpropan-2-yl)isoxazol-3-yl)urea BrC1=CC=C(C=2N1C=CN2)NC(=O)NC2=NOC(=C2)C(C(F)(F)F)(C)C